BrCCOC1=CC=C(C=C1)N(S(=O)(=O)C)CCO N-[4-(2-bromoethoxy)phenyl]-N-(2-hydroxyethyl)methanesulfonamide